(E)-4-benzyl-3-(3-(4'-fluoro-[1,1'-biphenyl]-3-yl)propenoyl)oxazolidin-2-one C(C1=CC=CC=C1)C1N(C(OC1)=O)C(\C=C\C=1C=C(C=CC1)C1=CC=C(C=C1)F)=O